C(C)S(=O)(=O)C=1C(=NC=CC1OC1=C(N=C(S1)C)C1=CC=CC=C1)N 3-(Ethylsulfonyl)-4-((2-methyl-4-phenylthiazol-5-yl)oxy)pyridin-2-amine